NC=1C(NC(N(N1)C1=CC(=C(C(=C1)C)OC=1C=C2C3(C(NC2=CC1)=O)CCCC3)C)=O)=O 6-amino-2-(3,5-dimethyl-4-((2'-oxospiro[cyclopentane-1,3'-indoline]-5'-yl)oxy)phenyl)-1,2,4-triazine-3,5(2h,4h)-dione